C(C(CC(C)=O)=O)[Al](CC(CC(C)=O)=O)CC(CC(C)=O)=O tris(2,4-pentanedionyl)aluminum